2-(2-(4-fluorophenyl)butanamido)-4-methylthiophene FC1=CC=C(C=C1)C(C(=O)NC=1SC=C(C1)C)CC